COC=1C=C(C=C(C1)OC)\C=C\C1=CC=C(C=C1)O 3,5-dimethoxy-4'-hydroxy-trans-stilbene